CC/C=C\\CC1C(O1)C/C=C\\C/C=C\\C/C=C\\CCCCCC(=O)[O-] The molecule is a docosanoid anion that is the conjugate base of (7Z,10Z,13Z,19Z)-16,17-epoxydocosatetraenoic acid, obtained by deprotonation of the carboxy group; major species at pH 7.3. It is a docosanoid anion and a long-chain fatty acid anion. It derives from a (7Z,10Z,13Z,16Z,19Z)-docosapentaenoate. It is a conjugate base of a (7Z,10Z,13Z,19Z)-16,17-epoxydocosatetraenoic acid.